dimethoxy-2',4',6'-tri-i-propyl-1,1'-biphenyl COC=1C(=C(C=CC1)C1=C(C=C(C=C1C(C)C)C(C)C)C(C)C)OC